C(C(C)C)(=O)N[C@@H](CCCCN)C(=O)[O-].C(C(C)C)(=O)N[C@@H](CCCCN)C(=O)[O-].[Mn+2] manganese di-(isobutyryl lysinate)